2-(3-Amino-1H-pyrazol-1-yl)-N-cyclopropyl-N-methylacetamide Ethyl-bromoacetate C(C)OC(CBr)=O.NC1=NN(C=C1)CC(=O)N(C)C1CC1